COC(C1=C(C=C(C=C1OC)N)OC)=O 4-amino-2,6-dimethoxy-benzoic acid methyl ester